C(#N)CNC(COC1=C(C=CC(=C1)OC)C=O)=O N-(CYANOMETHYL)-2-(2-FORMYL-5-METHOXYPHENOXY)ACETAMIDE